4-(4-(4-(trifluoromethyl)benzoyl)-3,4-dihydro-2H-pyrido[4,3-b][1,4]thiazin-8-yl)benzonitrile FC(C1=CC=C(C(=O)N2C3=C(SCC2)C(=CN=C3)C3=CC=C(C#N)C=C3)C=C1)(F)F